5-(4-chloro-phenyl)-5-oxo-pentanoic acid ClC1=CC=C(C=C1)C(CCCC(=O)O)=O